CC1=CC=C(C2=C1C=C(O2)CNC(=O)C=2C=NN1C2N=CC=C1)C(=O)OC(C(F)(F)F)C 1,1,1-Trifluoropropan-2-yl 4-methyl-2-((pyrazolo[1,5-a]pyrimidine-3-carboxamido)methyl)benzofuran-7-carboxylate